N-(biphenyl-4-yl)-N-(4-phenylnaphthalen-1-yl)amine C1(=CC=C(C=C1)NC1=CC=C(C2=CC=CC=C12)C1=CC=CC=C1)C1=CC=CC=C1